3-(2-Bromopropionamido)-4-methylthiophene-2-carboxylic acid methyl ester COC(=O)C=1SC=C(C1NC(C(C)Br)=O)C